O[C@H]1[C@H](O)[C@@H](O)[C@H](O[C@H]2[C@H](O)[C@@H](O)[C@@H](O)[C@H](O2)CO)[C@H](O1)CO R-lactose